C(C)C1C(CN(C1)C(CC#N)=O)NC1=C2C(=NC=C1C#N)NC=C2 4-((4-ethyl-1-(2-cyanoacetyl)pyrrolidin-3-yl)amino)-1H-pyrrolo[2,3-b]pyridine-5-carbonitrile